FC=1C=CC(=NC1)C1=NN2C(CO[C@@H](C2)C)=C1C1=C2C(=NC(=C1)C)NN=C2 (R)-2-(5-Fluoro-2-pyridyl)-6-methyl-3-(6-methyl-1H-pyrazolo[3,4-b]pyridin-4-yl)-6,7-dihydro-4H-pyrazolo[5,1-c][1,4]oxazine